[Al].C(C)C(C(=O)O)CCCC.C(C)C(C(=O)O)CCCC.C(C)C(C(=O)O)CCCC tris(2-ethylhexanoic acid) aluminum